C(C1=CC=CC=C1)OC1=C(C=CC=C1)C1=CC(=C(C(=N1)OCC(=O)N)C#N)N1CCOCC1 2-[6-(2-Benzyloxy-phenyl)-3-cyano-4-morpholin-4-yl-pyridin-2-yloxy]-acetamide